4-(6-chloro-4-(6,6-difluoro-1,4-diazepan-1-yl)-8-fluoro-2-(pyridin-2-ylmethoxy)-quinazolin-7-yl)benzo[d]-thiazol-2-amine ClC=1C=C2C(=NC(=NC2=C(C1C1=CC=CC2=C1N=C(S2)N)F)OCC2=NC=CC=C2)N2CCNCC(C2)(F)F